ClC1=CC=C(C=C1)C1=C(CCC(C1)(C)C)CN1CC2CCC(C1)N2CC=2C=C1CN(C(C1=CC2)=O)C2CNCCC2 3-(5-((3-((4'-chloro-5,5-dimethyl-3,4,5,6-tetrahydro-[1,1'-biphenyl]-2-yl)methyl)-3,8-diazabicyclo[3.2.1]octane-8-yl)methyl)-1-oxoisoindolin-2-yl)piperidine